SC(C(=O)[O-])CC mercaptobutanate